1-benzyl-2'-methyl-6'-(1-methyl-5-(((tetrahydro-2H-pyran-2-yl)oxy)methyl)-1H-1,2,3-triazol-4-yl)-1,6-dihydro-[3,3'-bipyridin]-5(2H)-one C(C1=CC=CC=C1)N1CC(=CC(C1)=O)C=1C(=NC(=CC1)C=1N=NN(C1COC1OCCCC1)C)C